1,1,3-Tris(2-methyl-4-hydroxy-5-tert-butylphenyl)butane Sodium trimethoyl-borohydride C(=O)[BH-](C=O)C=O.[Na+].CC1=C(C=C(C(=C1)O)C(C)(C)C)C(CC(C)C1=C(C=C(C(=C1)C(C)(C)C)O)C)C1=C(C=C(C(=C1)C(C)(C)C)O)C